[2-(2-aminoethoxy)ethyl]carbamic acid t-butyl ester C(C)(C)(C)OC(NCCOCCN)=O